N(=[N+]=[N-])C\C=C/COC(C(C1=CC=CC=C1)=[N+]=[N-])=O (Z)-4-azidobut-2-en-1-yl-2-diazo-2-phenylacetate